BrC=1C=C2C(=NN(C2=C2C1OC=C2)C)CBr 5-bromo-3-(bromomethyl)-1-methyl-1H-furo[2,3-g]Indazole